CC=1C=CC=C2C(N(C=NC12)CC(=O)NNC1=CC=C(C=C1)F)=O 2-(8-methyl-4-oxoquinazolin-3(4H)-yl)-N'-(4-fluorophenyl)acethydrazide